4-nitrobenzhydrazide [N+](=O)([O-])C1=CC=C(C(=O)NN)C=C1